ClC1=CC=C(C=C1)NC(NC1=CC(=CC=C1)N1C2CCC1CC2)=O 3-(4-Chlorophenyl)-1-{3-[(1S,4S)-7-azabicyclo[2.2.1]heptan-7-yl]phenyl}urea